CN1N=C(C(=C1)NC1=NC=C(C(=N1)C1=CNC2=C(C=CC=C12)NC([C@@H](COC)N1CCN(CC1)C)=O)F)C (2R)-N-(3-{2-[(1,3-dimethyl-1H-pyrazol-4-yl)amino]-5-fluoropyrimidin-4-yl}-1H-indol-7-yl)-3-methoxy-2-(4-methylpiperazin-1-yl)propanamide